5-benzyl-1H-tetrazole C(C1=CC=CC=C1)C1=NN=NN1